dipyrrolo[1,2-c:2',1'-f][1,3,2]diazaborinin-4-ium-5-uide C1=CC=[N+]2[BH2-]N3C(C=C21)=CC=C3